(2S,4R)-tert-butyl 4-(benzyl(methyl)amino)-2-(cyanomethyl)pyrrolidine-1-carboxylate C(C1=CC=CC=C1)N([C@@H]1C[C@H](N(C1)C(=O)OC(C)(C)C)CC#N)C